5-(fluoro(4-fluorophenyl)methyl)pyrrolidin-2-one 3-bromo-1-(tert-butyl)-1H-pyrazolebenzyl(2-((8,9-difluoro-1-oxo-1,4-dihydro-2H-pyrano[3,4-c]isoquinolin-6-yl)amino)ethyl)carbamate BrC1(NN(C=C1)C(C)(C)C)C1=CC=CC=C1CN(C(O)=O)CCNC1=NC2=C(C=3C=C(C(=CC13)F)F)C(COC2)=O.FC(C2CCC(N2)=O)C2=CC=C(C=C2)F